C(C1=CC=CC=C1)OC(=O)N[C@H](C(=O)O)CCCCCCCC1=NC=2NCCCC2C=C1 (S)-2-(((benzyloxy)carbonyl)amino)-9-(5,6,7,8-tetrahydro-1,8-naphthyridin-2-yl)nonanoic acid